NC1CC(CC1)C1=NN(C(=C1)C=1C(=NC(=CC1)OCCCCO[Si](C)(C)C(C)(C)C)N)C(C)(C)C 3-((3-aminocyclopentyl)-1-(tert-butyl)-1H-pyrazol-5-yl)-6-(4-((tert-butyldimethylsilyl)oxy)butoxy)pyridin-2-amine